C1(CCC1)N1CCC(CC1)OC1=CC=C(C=C1)C=1N(C2=CC=CC=C2C(C1OC)=O)C 2-(4-((1-cyclobutylpiperidin-4-yl)oxy)phenyl)-3-methoxy-1-methylquinolin-4(1H)-one